C(C)(C)(C)OC(=O)N(CC(=O)OC)CC(\C=C\B1OC(C(O1)(C)C)(C)C)O[Si](C)(C)C(C)(C)C Methyl 2-[tert-butoxycarbonyl-[(E)-2-[tert-butyl(dimethyl)silyl]oxy-4-(4,4,5,5-tetramethyl-1,3,2-dioxaborolan-2-yl)but-3-enyl]amino]acetate